C(C1=CC=CC=C1)N1CC2=C(CC1)N=C(N2)C2=NNC1=CC(=CC(=C21)F)C2=C(C=C(C=C2)OCC2=CC=CC=C2)CC 5-benzyl-2-(6-(4-(benzyloxy)-2-ethylphenyl)-4-fluoro-1H-indazol-3-yl)-4,5,6,7-tetrahydro-3H-imidazo[4,5-c]pyridine